OC1=C(C=O)C=CC(=C1)OC 2-Hydroxy-4-methoxy-benzaldehyd